CC1=NC(=CC=C1S(=O)(=O)N1[C@H]2CC(C[C@@H]1CC2)NC2CCOCC2)C(F)(F)F (1R,3s,5S)-8-((2-Methyl-6-(trifluoromethyl)pyridin-3-yl)sulfonyl)-N-(tetrahydro-2H-pyran-4-yl)-8-azabicyclo[3.2.1]octan-3-amine